FC=1C=C(C=C2CCN(CC12)[C@H]1CCOC2(CNC2)C1)C(=O)OC methyl 8-fluoro-2-[(8S)-5-oxa-2-azaspiro[3.5]nonan-8-yl]-3,4-dihydro-1H-isoquinoline-6-carboxylate